CS(=O)(=O)O[C@H]1CN(CC1)C(=O)OC(C)(C)C Tert-butyl (R)-3-((methylsulfonyl)oxy)pyrrolidine-1-carboxylate